1-(4-(4-((1-isopropyl-1H-pyrazol-4-yl)amino)pyrimidin-2-yl)phenyl)imidazolidin-2-one C(C)(C)N1N=CC(=C1)NC1=NC(=NC=C1)C1=CC=C(C=C1)N1C(NCC1)=O